O1C(=NN=C1)N1CC2(C1)C[C@@H](CC2)N2CCC(CC2)C2=C(C=CC=C2)C2CCC(CC2)O (1s,4s)-4-(2-(1-((R)-2-(1,3,4-oxadiazol-2-yl)-2-azaspiro[3.4]oct-6-yl)piperidin-4-yl)phenyl)cyclohexan-1-ol